BrCC(=O)N1CC2=CC=CC=C2C=C1 α-bromo-2-acetylisoquinoline